ClCCCCCCOCCOCCOCCOCCOCC 21-chloro-3,6,9,12,15-pentaoxahenicosan